O1CC(CC1)=O dihydrofuran-3-one